ClC1=C(C=2N=C(N=C(C2C=N1)O)SC)F 7-chloro-8-fluoro-2-(methylthio)pyrido[4,3-d]Pyrimidine-4-ol